[Si](C)(C)(C(C)(C)C)OC[C@@H](C1=CC(=NC=C1)OCC(F)(F)F)N[S@](=O)C(C)(C)C (R)-N-((R)-2-((tert-Butyldimethylsilyl)oxy)-1-(2-(2,2,2-trifluoroethoxy)pyridin-4-yl)ethyl)-2-methylpropane-2-sulfinamide